N-(2-(3,3-Difluoro-[1,4'-bipiperidin]-1'-yl)-5-(3'-methyl-2'-oxo-2',3'-dihydrospiro[cyclobutane-1,1'-pyrrolo[2,3-c]quinolin]-8'-yl)pyridin-3-yl)methanesulfonamide FC1(CN(CCC1)C1CCN(CC1)C1=NC=C(C=C1NS(=O)(=O)C)C1=CC=2C3=C(C=NC2C=C1)N(C(C31CCC1)=O)C)F